2-iodobenzenepentanone IC1=C(C=CC=C1)CCCC(C)=O